NC=1C(=C(C(=O)OC2=C(C(=C(C(=C2F)F)F)F)F)C=CC1OC(F)F)Cl (2,3,4,5,6-pentafluorophenyl) 3-amino-2-chloro-4-(difluoromethoxy)benzoate